BrC=1C=C2C(=NC=3N(C2=CC1)C(=NN3)C)NC(C)C3=C(C(=CC=C3)C(F)F)F (7-bromo-1-methyl-[1,2,4]triazolo[4,3-a]quinazolin-5-yl)-[1-(3-difluoromethyl-2-fluoro-phenyl)-ethyl]-amine